BrC=1C=C(C2=C(N(C(=N2)[C@@H](C)O)C(C)C)C1)F (1R)-1-[6-bromo-4-fluoro-1-(propan-2-yl)-1H-benzimidazol-2-yl]ethan-1-ol